Cl[Si](CCCN=C(C)CC(C)C)(Cl)Cl N-(3-trichlorosilylpropyl)-4-methylpentane-2-imine